(S)- and (R)-2-((4-cyanophenEthyl)amino)-2-(4-fluoro-phenyl)-N-(5-(1-methyl-1H-pyrazol-4-yl)-pyridin-2-yl)-acetamide C(#N)C1=CC=C(CCN[C@H](C(=O)NC2=NC=C(C=C2)C=2C=NN(C2)C)C2=CC=C(C=C2)F)C=C1 |r|